FC1=C(C=C(C=C1)C1=CC=CC=C1)CC=1NC(=NN1)C(=O)N 5-((4-fluoro-[1,1'-biphenyl]-3-yl)methyl)-4H-1,2,4-triazole-3-carboxamide